4,4'-Dianilino-1,1'-binaphthyl N(C1=CC=CC=C1)C1=CC=C(C2=CC=CC=C12)C1=CC=C(C2=CC=CC=C12)NC1=CC=CC=C1